((2R,6R)-4-(2-fluoro-4-methoxybenzoyl)-2,6-dimethylpiperazin-1-yl)(5-hydroxy-1H-indol-3-yl)methanone FC1=C(C(=O)N2C[C@H](N([C@@H](C2)C)C(=O)C2=CNC3=CC=C(C=C23)O)C)C=CC(=C1)OC